NC1=C(C2=CC=CC=C2C=C1)C1=C(C=CC2=CC=CC=C12)N 2,2'-diamino-1,1'-binaphthyl